copper furancarboxylate O1C(=CC=C1)C(=O)[O-].[Cu+2].O1C(=CC=C1)C(=O)[O-]